COC1=NC=CC(=C1)C1=NSC(=N1)[C@H](C)N[S@](=O)C(C)(C)C (R)-N-[(1S)-1-[3-(2-methoxy-4-pyridyl)-1,2,4-thiadiazol-5-yl]ethyl]-2-methyl-propane-2-sulfinamide